2-(3-(4-(2-bromoethoxy)-2-fluorophenyl)ureido)-N-(4-(((2S,4R)-2-methyl-1-propionyl-1,2,3,4-tetrahydroquinolin-4-yl)amino)phenyl)acetamide BrCCOC1=CC(=C(C=C1)NC(NCC(=O)NC1=CC=C(C=C1)N[C@@H]1C[C@@H](N(C2=CC=CC=C12)C(CC)=O)C)=O)F